(S)-2-((2-((S)-2-(cyanomethyl)-5-carbonylpyrrolidin-1-yl)-5,6-dihydrobenzo[f]imidazo[1,2-d][1,4]oxazepin-9-yl)amino)propionamide C(#N)C[C@H]1N(C(CC1)=C=O)C=1N=C2N(CCOC3=C2C=CC(=C3)N[C@H](C(=O)N)C)C1